1-(2,2-difluoroethyl)-6-(4,5,6,7-tetrahydro-2H-pyrazolo[4,3-c]pyridin-1-yl)-1H-pyrazolo[3,4-b]pyrazine hydrochloride Cl.FC(CN1N=CC=2C1=NC(=CN2)N2NCC=1CNCCC12)F